NC1CCC(CC1)NC(=O)C=1C=NC2=CC=C(C=C2C1NC(C)C)C=1C=NNC1 N-((1r,4r)-4-aminocyclohexyl)-4-(isopropylamino)-6-(1H-pyrazol-4-yl)quinoline-3-carboxamide